(R)-N-(2,2'-dichloro-3'-(5-(((2-hydroxypropyl)amino)methyl)-6-methoxypyridin-2-yl)-[1,1'-biphenyl]-3-yl)-1,5-dimethyl-4,5,6,7-tetrahydro-1H-imidazo[4,5-c]pyridine-2-carboxamide ClC1=C(C=CC=C1NC(=O)C=1N(C2=C(CN(CC2)C)N1)C)C1=C(C(=CC=C1)C1=NC(=C(C=C1)CNC[C@@H](C)O)OC)Cl